2-((1-(2-(dimethylamino)-7-methyl-4-oxo-4H-pyrido[1,2-a]pyrimidin-9-yl)ethyl)amino)benzoic acid CN(C=1N=C2N(C(C1)=O)C=C(C=C2C(C)NC2=C(C(=O)O)C=CC=C2)C)C